ethyl 5-(5-cyclopropylpyridin-2-yl)-2-methylbenzofuran-3-carboxylate C1(CC1)C=1C=CC(=NC1)C=1C=CC2=C(C(=C(O2)C)C(=O)OCC)C1